O[C@@H](C(=O)N1CC2(CC2)C(C1CC=1C(=C(C=CC1)C1=CC(=CC(=C1)F)F)F)NS(=O)(=O)C)C N-(5-((R)-2-hydroxypropanoyl)-6-((2,3',5'-trifluoro-[1,1'-biphenyl]-3-yl)methyl)-5-azaspiro[2.4]heptan-7-yl)methanesulfonamide